O1NC(=CC=C1)C(=O)OC(C)C isopropyl oxazainate